ClC=1C=C2C(=CN=C(C2=CN1)OCC1(CC1)F)C(C)(C)O 2-(6-Chloro-1-((1-fluorocyclopropyl)methoxy)-2,7-naphthyridin-4-yl)propan-2-ol